1-cyclopentadienyl-tricarbonyl-technetium C1(=CC=CC1)[Tc](=C=O)(=C=O)=C=O